(E)-2-methyl-3-(4-(5-trifluoromethyl-6-cyanopyridin-3-yl)thiophen-2-yl)acrylamide C/C(/C(=O)N)=C\C=1SC=C(C1)C=1C=NC(=C(C1)C(F)(F)F)C#N